(3R,8R*)-tert-butyl 11,11-difluoro-8-(((methoxycarbonyl) amino)methyl)-3-methyl-3,4,8,9,10,11-hexahydro-1H-pyrido[4',3':3,4]pyrazolo[1,5-a]azepine-2(7H)-carboxylate FC1(C=2N(C[C@H](CC1)CNC(=O)OC)N=C1C2CN([C@@H](C1)C)C(=O)OC(C)(C)C)F |o1:5|